p-phenylphenylphosphine C1(=CC=CC=C1)C1=CC=C(C=C1)P